4-piperidyl 2-[4-[6-[5-(6-methyl-2-pyridyl)-1H-imidazol-4-yl]-3-quinolyl]piperazin-2-yl]acetate CC1=CC=CC(=N1)C1=C(N=CN1)C=1C=C2C=C(C=NC2=CC1)N1CC(NCC1)CC(=O)OC1CCNCC1